ethyl rac-(2S,3S,5S)-3-(3,4-difluoro-2-methoxyphenyl)-5-methyl-5-(trifluoromethyl)tetrahydro-2H-pyran-2-carboxylate FC=1C(=C(C=CC1F)[C@H]1[C@H](OC[C@](C1)(C(F)(F)F)C)C(=O)OCC)OC |r|